5-(dimethylsulfamoyl)-N,N-dimethyl-2-pyrrolidin-1-ylbenzamide CN(S(=O)(=O)C=1C=CC(=C(C(=O)N(C)C)C1)N1CCCC1)C